nickel(III) chloride [Ni](Cl)(Cl)Cl